2-(((3R,4S)-3-fluoro-1-(4-((5-isopropyl-8-((R)-2-methylazetidin-1-yl)-2,7-naphthyridin-3-yl)amino)pyrimidin-2-yl)piperidin-4-yl)oxy)ethan-1-ol F[C@@H]1CN(CC[C@@H]1OCCO)C1=NC=CC(=N1)NC=1N=CC2=C(N=CC(=C2C1)C(C)C)N1[C@@H](CC1)C